3-methacryloxy-2-hydroxypropyloxypropyl-bis(trimethylsiloxy)methylsilane C(C(=C)C)(=O)OCC(COCCC[SiH2]C(O[Si](C)(C)C)O[Si](C)(C)C)O